3-((4-(3-(4-(((7-(cyclopropylmethoxy)-5-fluoro-4-oxo-3,4-dihydroquinazolin-2-yl)methyl)thio)piperidin-1-yl)azetidin-1-yl)-3-fluorophenyl)amino)piperidine-2,6-dione C1(CC1)COC1=CC(=C2C(NC(=NC2=C1)CSC1CCN(CC1)C1CN(C1)C1=C(C=C(C=C1)NC1C(NC(CC1)=O)=O)F)=O)F